Cl.C(C)O[C@@H]1C[C@H](NC1)C(=O)O (2S,4R)-4-ethoxypyrrolidine-2-carboxylic acid hydrochloride